N-(1'-(2-(1,1-difluoroethyl)-6-fluoropyrimidin-4-yl)-1',2'-dihydrospiro[cyclopropane-1,3'-pyrrolo[3,2-c]pyridin]-6'-yl)acetamide trifluoroacetate FC(C(=O)O)(F)F.FC(C)(F)C1=NC(=CC(=N1)N1CC2(C=3C=NC(=CC31)NC(C)=O)CC2)F